CNC(C1=CC(=C(C=C1)NCC#CC1=CC(=C2C=CN(C2=C1)CC(F)(F)F)N[C@H]1[C@H](CN(CC1)C)F)OC)=O N-Methyl-4-(3-{4-[(3S,4R)-3-fluoro-1-methyl-4-piperidylamino]-1-(2,2,2-trifluoroethyl)-6-indolyl}-2-propynylamino)-3-anisamide